methyl 2-[(tert-butoxycarbonylamino)methyl]-4,8-difluoro-3,5,6,7-tetrahydrocyclopenta[f]benzimidazole-6-carboxylate C(C)(C)(C)OC(=O)NCC=1NC2=C(N1)C(=C1C(=C2F)CC(C1)C(=O)OC)F